BrC1=CC=NS1 5-Bromoisothiazole